FC1=C(C(=C(C(=C1)F)F)F)F 1,2,3,4,5-pentafluorobenzene